3-iodo-2-hydroxybenzoic acid IC=1C(=C(C(=O)O)C=CC1)O